(R)-4-Ethyl-9-(4-methoxybenzyl)-2-methyl-1-oxa-4,9-diazaspiro[5.5]undecan-3-on C(C)N1C([C@H](OC2(C1)CCN(CC2)CC2=CC=C(C=C2)OC)C)=O